C(#N)C1=CC(=C(COC2=CC=CC(=N2)C2=CC(=C(C=C2)NC2=NC3=C(N2C[C@H]2OCC2)C=C(C=C3)C(=O)O)F)C=C1)F (S)-2-((4-(6-((4-cyano-2-fluorobenzyl)oxy)pyridin-2-yl)-2-fluorophenyl)amino)-1-(oxetan-2-ylmethyl)-1H-benzo[d]imidazole-6-carboxylic acid